FC1=CC=C(C=C1)[C@@H]1N(CCC2=CC=CC=C12)C(=O)NCC1(CC(CC1)NC(OC(C)(C)C)=O)O tert-butyl ((l)-3-(((S)-1-(4-fluorophenyl)-1,2,3,4-tetrahydroisoquinoline-2-carboxamido)methyl)-3-hydroxycyclopentyl)carbamate